ClC=1N=C(C2=C(N1)C(=CN2COCC[Si](C)(C)C)I)OCC2=CC(=C(C=C2)C=2N(C=C(N2)C(F)(F)F)C)F 2-[[2-chloro-4-[[3-fluoro-4-[1-methyl-4-(trifluoromethyl)imidazol-2-yl]phenyl]methoxy]-7-iodo-pyrrolo[3,2-d]pyrimidin-5-yl]methoxy]ethyl-trimethyl-silane